NC1=NC2=C(C(=CC=C2C=C1F)C[C@@H]1CC[C@]2([C@@H]1O[C@H](C2O)N2C=CC1=C2N=CN=C1N)O)F (2R,3aS,6S,6aR)-6-[(2-amino-3,8-difluoroquinolin-7-yl)methyl]-2-(4-amino-7H-pyrrolo[2,3-d]pyrimidin-7-yl)hexahydro-3aH-cyclopenta[b]furan-3,3a-diol